ClC1=CC(=CC=2N=C(OC21)C=2C(=C(C=CC2)C2=C(C(=CC=C2)NC=2N=CC=C1C=C(C=NC21)C=C)C)C)CO (7-chloro-2-(2,2'-dimethyl-3'-((3-vinyl-1,7-naphthyridin-8-yl)amino)-[1,1'-biphenyl]-3-yl)benzo[d]oxazol-5-yl)methanol